3-(5-((3-((4'-chloro-[1,1'-biphenyl]-2-yl)methyl)-3,8-diazabicyclo[3.2.1]octan-8-yl)methyl)-1-oxoisoindolin-2-yl)piperidine-2,6-dione ClC1=CC=C(C=C1)C1=C(C=CC=C1)CN1CC2CCC(C1)N2CC=2C=C1CN(C(C1=CC2)=O)C2C(NC(CC2)=O)=O